Arachidyl acrylate C(C=C)(=O)OCCCCCCCCCCCCCCCCCCCC